2-(cyclopropylmethyl)-N-(5-{[(1S,2S)-2-hydroxycyclohexyl]carbamoyl}-2-methylphenyl)-1,3-thiazole-5-carboxamide C1(CC1)CC=1SC(=CN1)C(=O)NC1=C(C=CC(=C1)C(N[C@@H]1[C@H](CCCC1)O)=O)C